(Z)-N-((4-((3,4-dichloro-2-fluorophenyl)imino)-1-trideuteriomethyl-1,4,6,7-tetrahydrofuro[3,2-g]quinazolin-6-yl)methyl)acrylamide ClC=1C(=C(C=CC1Cl)\N=C\1/N=CN(C2=CC3=C(C=C12)C(CO3)CNC(C=C)=O)C([2H])([2H])[2H])F